5-chloro-2-(4-{[(1r,3s)-3-hydroxycyclohexyl]amino}imidazo[1,5-d][1,2,4]triazin-1-yl)phenol ClC=1C=CC(=C(C1)O)C=1C=2N(C(=NN1)N[C@H]1C[C@H](CCC1)O)C=NC2